FC1(CC1)C(=O)N[C@H](C(=O)N1[C@@H](C[C@H](C1)O)C(=O)NCC1=C(C=C(C=C1)C1=C(N=CS1)C)OCCCCCCCC=O)C(C)(C)C (2S,4R)-1-((S)-2-(1-fluorocyclopropane-1-carboxamido)-3,3-dimethyl-butanoyl)-4-hydroxy-N-(4-(4-methylthiazol-5-yl)-2-((8-oxooctyl)oxy)benzyl)pyrrolidine-2-carboxamide